COC1=CC(=NC=C1OC=1C=NC(=CC1)OC)C(=O)N1CCC(CC1)C1=C(C=C(N=N1)N)C 6-(1-{4-Methoxy-5-[(6-methoxypyridin-3-yl)oxy]pyridine-2-carbonyl}piperidin-4-yl)-5-methylpyridazin-3-amine